4-cyano-4'-propoxy-1,1'-biphenyl C(#N)C1=CC=C(C=C1)C1=CC=C(C=C1)OCCC